COC(C(CC=1C(=NC(=CC1)F)F)(C)OCC1=CC=CC=C1)=O 2-benzyloxy-3-(2,6-difluoro-3-pyridinyl)-2-methyl-propionic acid methyl ester